FC1=CC(=C(C=C1C(F)(F)F)O)C=1N=NC(=CC1C)C([C@H]1CN(CCC1)C)O 4-fluoro-2-(6-(hydroxy((R)-1-methylpiperidin-3-yl)methyl)-4-methylpyridazin-3-yl)-5-(trifluoromethyl)phenol